1-pentylquinoxaline-2,3(1h,4h)-dione C(CCCC)N1C(C(NC2=CC=CC=C12)=O)=O